C(CCCCCCCCCCCCCCCCCCC)O.[C] carbon eicosanol